(2RS)-1-chloro-3-(4-methyl-phenyl)propan-2-amine-hydrochloride Cl.ClC[C@@H](CC1=CC=C(C=C1)C)N |r|